ClC1=C(C=CC(=C1)Cl)NC=1NC2=C(C=CC(=C2C(C1C(CC(C)C)=O)=O)[N+](=O)[O-])F 2-((2,4-dichlorophenyl)amino)-8-fluoro-3-(3-methylbutanoyl)-5-nitroquinolin-4(1H)-one